hexadecan-7-yl 6-aminocaproate NCCCCCC(=O)OC(CCCCCC)CCCCCCCCC